C(C)(C)Cl sec-propyl chloride